ethyl 2',3'-dihydrospiro[cyclopropane-1,1'-indene]-2-carboxylate C12(CCC3=CC=CC=C13)C(C2)C(=O)OCC